4-(2-(trimethylsilyl)ethoxy)pyrido[4,3-d]-pyrimidine C[Si](CCOC=1C2=C(N=CN1)C=CN=C2)(C)C